COC=1C=C(C=CC1C)C1=CC=2C=NN(C(C2CC1)=O)C1=NC=CC=C1 6-(3-methoxy-4-methylphenyl)-2-(pyridin-2-yl)-7,8-dihydro-phthalazin-1(2H)-one